IC=1N(C2=CC=CC(=C2C1)NC(=O)NC1CCNCC1)CC(F)(F)F 1-(2-iodo-1-(2,2,2-trifluoroethyl)-1H-indol-4-yl)-3-(piperidin-4-yl)urea